ClC=1C=C(N2N=CN=CC21)Cl 5,7-dichloropyrrolo[2,1-f][1,2,4]triazine